C(C)(C)(C)C1CN=CC=2N1C(=NC2C(C2=CN=C(C=C2)Br)=O)CC tert-butyl-1-(6-bromonicotinoyl)-3-ethyl-5,6-dihydroimidazo[1,5-a]pyrazine